COC1=CC=CC2=C1OC=1CN(CCC12)CCCOC1=CC=C2CCC(NC2=C1)=O 7-(3-(8-methoxy-3,4-dihydrobenzofuro[2,3-c]pyridin-2(1H)-yl)propoxy)-3,4-dihydroquinolin-2(1H)-one